N-((5-(tert-butyl)-2-methoxyphenyl)sulfonyl)-1-methyl-3-(1H-pyrazol-1-yl)-1H-indole-6-carboxamide C(C)(C)(C)C=1C=CC(=C(C1)S(=O)(=O)NC(=O)C1=CC=C2C(=CN(C2=C1)C)N1N=CC=C1)OC